C(C1=CC=CC=C1)C1CC(N(C2=CC=C(C=C12)Br)C)=O 4-benzyl-6-bromo-1-methyl-3,4-dihydroquinolin-2(1H)-one